O=S1(CCC(CC1)N1C=C2C(=NN=C(C2=CC1=O)C)N[C@H](C)C1=C(C(=CC=C1)C(F)(F)F)C)=O (R)-6-(1,1-dioxotetrahydro-2H-thiopyran-4-yl)-1-methyl-4-((1-(2-methyl-3-(trifluoromethyl)phenyl)ethyl)Amino)pyrido[3,4-d]pyridazin-7(6H)-one